2,4,5,6-Tetraaminopyrimidine monosulfate S(=O)(=O)(O)O.NC1=NC(=C(C(=N1)N)N)N